4-(1-cycloheptyl-1H-pyrazol-4-yl)-6-(1-methyl-1H-pyrazol-4-yl)pyrazolo[1,5-a]pyrazine C1(CCCCCC1)N1N=CC(=C1)C=1C=2N(C=C(N1)C=1C=NN(C1)C)N=CC2